ClC1=C(C(=C(C(=N1)C(=O)NC1=CC=C2C=NN(C2=C1)C=1C=NN(C1)C)C)C)C#N 6-Chloro-5-cyano-3,4-dimethyl-N-(1-(1-methyl-1H-pyrazol-4-yl)-1H-indazol-6-yl)picolinamide